tyrosine imine N[C@@H](CC1=CC=C(C=C1)O)C(O)=N